2-bromo-N-[5-(2,4-difluorophenoxy)pyridin-2-yl]propanamide BrC(C(=O)NC1=NC=C(C=C1)OC1=C(C=C(C=C1)F)F)C